BrCC1=NN(C=2N(C([C@H]([C@H](C21)C2=CC=C(C=C2)F)NC(C2=CC(=CC=C2)C(F)(F)F)=O)=O)CC)C2=CC=CC=C2 N-[(4S,5S)-3-(bromomethyl)-7-ethyl-4-(4-fluorophenyl)-6-oxo-1-phenyl-4,5-dihydropyrazolo[3,4-b]pyridine-5-yl]-3-(trifluoromethyl)benzamide